1,1'-(butane-1,4-diyl)bis(6,7-dihydro-5H-cyclopenta[b]pyridin-1-ium) dihydroxide [OH-].[OH-].C(CCC[N+]1=C2C(=CC=C1)CCC2)[N+]2=C1C(=CC=C2)CCC1